NC1=NC=2C=NC(=CC2C2=C1COC2)C(=O)N(CC2=NC=C(C=C2)C(F)(F)F)CC(F)(F)F 4-amino-N-(2,2,2-trifluoroethyl)-N-((5-(trifluoromethyl)-2-pyridinyl)methyl)-1,3-dihydrofuro[3,4-c][1,7]naphthyridine-8-carboxamide